CN(CCNC(=O)C1CCN(CC1)C1=C2C=CC=NC2=C(C=C1)C#N)C 1-(8-Cyano-quinolin-5-yl)-piperidine-4-carboxylic acid (2-dimethylamino-ethyl)-amide